NCCCNCCC(C)NCCCN N,N'-bis(3-aminopropyl)-1,3-butylenediamine